ClC=1C=CC(=C(C1)N1N=C(C=2C=NC(=CC21)C=2C=NN1C2N=CC=C1)C(=O)NC1CC(C1)O)OC 1-(5-chloro-2-methoxyphenyl)-N-((1s,3s)-3-hydroxycyclobutyl)-6-(pyrazolo[1,5-a]pyrimidin-3-yl)-1H-pyrazolo[4,3-c]pyridine-3-carboxamide